((2,2-difluorovinyl)oxy)-2-fluoro-4-ethyl-1,1'-biphenyl FC(=COC=1C(=C(C=CC1CC)C1=CC=CC=C1)F)F